CNC(C1=NC(=C(C=C1)N1C=NC(=C1)C1=NC(=NC=C1C(F)(F)F)NC1CCN(CC1)S(=O)(=O)C)C)=O N,6-Dimethyl-5-(4-(2-((1-(methyl-sulfonyl)piperidin-4-yl)amino)-5-(trifluoromethyl)-pyrimidin-4-yl)-1H-imidazol-1-yl)picolinamide